6-(4,4-difluoropiperidin-1-yl)picolinic acid ethyl ester C(C)OC(C1=NC(=CC=C1)N1CCC(CC1)(F)F)=O